(R)-(1-(2,6-difluoropyridin-4-yl)-8-methyl-3-(3-methyl-1,2,4-thiadiazol-5-yl)-5,6-dihydroimidazo[1,5-a]pyrazin-7(8H)-yl)(4-fluorophenyl)methanone FC1=NC(=CC(=C1)C=1N=C(N2C1[C@H](N(CC2)C(=O)C2=CC=C(C=C2)F)C)C2=NC(=NS2)C)F